BrC1=CC=C(C=C1)C(=O)C1=CC=C(C=C1)Br di(4-bromophenyl)methanone